C1(CC1)NC(=O)C=1C(=CC(=C(C1)C=1C=NN(C1)C1=CN=C2N1C=C(C=C2)C(=O)OC)C)F methyl 3-{4-[5-(cyclopropylcarbamoyl)-4-fluoro-2-methylphenyl]-1H-pyrazol-1-yl}imidazo[1,2-a]pyridine-6-carboxylate